C(#N)C=1C(=CC=C2N=CC(=NC12)C=1C=NN(C1)CC1CCN(CC1)C(=O)OC(C)(C)C)OC1=CC2=C(N=C(N2COCC[Si](C)(C)C)C)C=C1 tert-butyl 4-[[4-[8-cyano-7-[2-methyl-3-(2-trimethylsilylethoxymethyl)benzimidazol-5-yl]oxy-quinoxalin-2-yl]pyrazol-1-yl]methyl]piperidine-1-carboxylate